C[C@@H](C(=O)O)[NH3+] The molecule is the L-enantiomer of alaninium. It has a role as a fundamental metabolite. It is a conjugate acid of a L-alanine. It is an enantiomer of a D-alaninium.